[Cl-].[Cl-].C[Si](=[Ti+2](C1C=C(C2=CC=CC=C12)C=1NC=CC1)NC(C)(C)C)C dimethylsilylene(N-t-butylamino)(3-pyrrolylindenyl)titanium dichloride